C(C(C)(C)C)P(CC(C)(C)C)CC(C)(C)C trisneopentyl-phosphine